C1(CC1)NC(C(C(C[C@H]1C(NCC1)=O)NC([C@H](CC(C)(C)C)NC(=O)[C@@H]1[C@H](C1)C1=CC=CC=C1)=O)=O)=O (1S,2S)-N-((2S)-1-((4-(Cyclopropylamino)-3,4-dioxo-1-((S)-2-oxopyrrolidin-3-yl)butan-2-yl)amino)-4,4-dimethyl-1-oxopentan-2-yl)-2-phenylcyclopropan-1-carboxamid